CO[C@@H]1[C@@H](CCC1)N1N=CC(=C1)C(=O)OC.OCCC[Si](O[Si](CCCO)(C)C)(C)C 1,3-bis(hydroxypropyl) tetramethyldisiloxane methyl 1-[(1R,2S)-2-methoxycyclopentyl]pyrazole-4-carboxylate